C(=O)[C-]1C=CC=C1.[C-]1(C=CC=C1)C=O.[Fe+2] 1,1'-diformylferrocene